4-(4-(1-methylcyclopropyl)phenyl)piperidine CC1(CC1)C1=CC=C(C=C1)C1CCNCC1